ClC1=C(SC=C1)C1=NN=C(S1)NC(=O)C1=CC(=C(C(O1)=O)OC)N[C@H]1[C@H](CCC1)O N-(5-(3-chlorothiophen-2-yl)-1,3,4-thiadiazol-2-yl)-4-(((1R,2S)-2-hydroxycyclopentyl)amino)-3-methoxy-2-oxo-2H-pyran-6-carboxamide